C(CCCCC)C1=CC=C(C=N1)NC=1C=NC(=CC1)CCCCCC 6-hexyl-N-(6-hexyl-3-pyridinyl)-3-Pyridinamine